ClC=1C(=CC2=C([C@@H]([C@](O2)(C2=CC=CC=C2)CNC)C)C1C1=C(C(=O)N)C=CC(=C1F)OC)F 2-((2S,3S,4S)-5-Chloro-6-fluoro-3-methyl-2-((methylamino)methyl)-2-phenyl-2,3-dihydrobenzofuran-4-yl)-3-fluoro-4-methoxybenzamide